FC1=C(C=C(C=C1)N(C(/C=C/C(=O)OCC)=O)CCCN1CCCC1)C ethyl (E)-4-((4-fluoro-3-methylphenyl) (3-(pyrrolidin-1-yl) propyl) amino)-4-oxobut-2-enoate